ClC1=CC=CC=2C(=COC21)C[C@H](NC(=O)C2[C@@H]1CC[C@H](C2)O1)B(O)O [(1R)-2-(7-chloro-1-benzofuran-3-yl)-1-{[(1S,4R,4R)-7-oxabicyclo[2.2.1]heptan-2-yl]formamido}ethyl]boronic acid